trans-2-((4-(4-(2-Fluoro-4-methylphenyl)-5-methyl-4H-1,2,4-triazol-3-yl)cyclohexyl)oxy)pyridin FC1=C(C=CC(=C1)C)N1C(=NN=C1C)[C@@H]1CC[C@H](CC1)OC1=NC=CC=C1